2-((5-(2-((R)-6-(((S)-3-amino-2-methyl-3-oxopropyl)(methyl)amino)-2-methylhex-3-yl)-2,6-diazaspiro[3.4]oct-6-yl)-1,2,4-triazin-6-yl)oxy)-5-fluoro-N,N-diisopropylbenzamide fumarate C(\C=C\C(=O)O)(=O)O.NC([C@H](CN(CCC[C@H](C(C)C)N1CC2(C1)CN(CC2)C=2N=CN=NC2OC2=C(C(=O)N(C(C)C)C(C)C)C=C(C=C2)F)C)C)=O